(5'S,7a'R)-1-{6-[1-(difluoromethyl)-1H-pyrazol-4-yl]pyrimidin-4-yl}-5'-phenyltetrahydro-3'H-spiro[piperidine-4,2'-pyrrolo[2,1-b][1,3]oxazol]-3'-one FC(N1N=CC(=C1)C1=CC(=NC=N1)N1CCC2(C(N3[C@H](O2)CC[C@H]3C3=CC=CC=C3)=O)CC1)F